Cl.CNS(=O)(=O)C1=C(C=C2CCN(C2=C1)C(CN1C[C@H](NCC1)C)=O)Br 5-Bromo-1-[2-((R)-3-methyl-piperazin-1-yl)-acetyl]-2,3-dihydro-1H-indole-6-sulfonic acid methylamide hydrochloride salt